tert-butyl 3-(5-(4-methoxybenzyl)-4-oxo-3-(trifluoromethyl)-1-((2-(trimethylsilyl)ethoxy)methyl)-4,5-dihydro-1H-pyrazolo[4,3-c]pyridin-6-yl)pyrrolidine-1-carboxylate COC1=CC=C(CN2C(C3=C(C=C2C2CN(CC2)C(=O)OC(C)(C)C)N(N=C3C(F)(F)F)COCC[Si](C)(C)C)=O)C=C1